5-(N1-PIPERAZINYL)THIOPHENE-2-CARBOXALDEHYDE N1(CCNCC1)C1=CC=C(S1)C=O